[3-[(5-chloro-4-fluoro-2-pyridyl)amino]-1-(2,2,2-trifluoroethyl)pyrazolo-[4,3-c]pyridin-6-yl]-(1,4-oxazepan-4-yl)methanone ClC=1C(=CC(=NC1)NC1=NN(C2=C1C=NC(=C2)C(=O)N2CCOCCC2)CC(F)(F)F)F